N-hydroxy-6,7-dihydro-5H-benzo[7]annulene-3-carboxamide ONC(=O)C1=CC2=C(C=CCCC2)C=C1